Oxacyclohexadec-12-en-2-one O1C(CCCCCCCCCC=CCCC1)=O